C(C1=CC=CC=C1)[C@H](CNC(=O)C1=NN(C(N1)=O)C)C(C)C (S)-N-(2-benzyl-3-methylbutyl)-1-methyl-5-oxo-4,5-dihydro-1H-1,2,4-triazole-3-carboxamide